IC=1C=C(C=CC1)C1=NOC(=N1)C1=CC=CC=C1 3-(3-iodophenyl)-5-phenyl-1,2,4-oxadiazole